C(C)(C)(C)OC(=O)N1CCN(CC1)CCOC1=CC(=C(C=C1)C=1SC=C(N1)CC(=O)O)Cl 2-(2-(4-(2-(4-(TERT-BUTOXYCARBONYL)PIPERAZIN-1-YL)ETHOXY)-2-CHLOROPHENYL)THIAZOL-4-YL)ACETIC ACID